FC1=CC=C(CNC2=C(C(=CC=C2)C=2C=CC=C3C=CNC23)CCC(=O)N(C)C)C=C1 3-(2-(4-fluorobenzylamino)-6-(1H-indol-7-yl)phenyl)-N,N-dimethylpropanamide